methyl 2-[1-(3-fluorophenyl)-1H-pyrazol-3-yl]acetate FC=1C=C(C=CC1)N1N=C(C=C1)CC(=O)OC